NC1=CC=C(C=C1)N1CCN(CC1)C1CCC2(CCN(CC2)C=2C(=C(C(=O)NC3C(NC(CC3)=O)=O)C=CC2)F)CC1 3-[9-[4-(4-aminophenyl)piperazin-1-yl]-3-azaspiro[5.5]undecan-3-yl]-N-(2,6-dioxo-3-piperidyl)-2-fluoro-benzamide